C(CCCCCCCC)OCOCC/C=C/CC[Mg]Br (3E)-6-(nonanyloxymethoxy)-3-hexenylmagnesium bromide